NC1=CC(N(N=C1C1=C(C=CC=C1)C(C)C)C)=O 5-amino-6-(2-isopropylphenyl)-2-methyl-pyridazin-3-one